(S)-(o-fluorophenyl)(4-methyl-7-azabicyclo[2.2.1]hept-1-yl)methanol FC1=C(C=CC=C1)[C@H](O)C12CCC(CC1)(N2)C